C1([C@H](O)[C@@H](O)[C@@H](O)[C@H](O1)CO)O[C@@H]([C@@H]([C@H](C=O)O)O)[C@H](O)CO D-galactopyranosyl-(1→4)-D-glucose